N-[2-(5-hydroxy-1H-indol-3-yl)ethyl]-2-oxopiperidine-3-carboxamide OC=1C=C2C(=CNC2=CC1)CCNC(=O)C1C(NCCC1)=O